[F-].C(CCCCCCCC)[NH+]1CC(CC1)CCC 1-nonyl-3-propylpyrrolidinium fluoride salt